1-N-[4-(7-carbamoyl-6-methoxyquinolin-4-yl)oxyphenyl]-1-N'-(4-fluorophenyl)cyclopropane-1,1-dicarboxamide C(N)(=O)C1=C(C=C2C(=CC=NC2=C1)OC1=CC=C(C=C1)NC(=O)C1(CC1)C(=O)NC1=CC=C(C=C1)F)OC